ClC1=C(C=NN1[C@@H]1C(C1)(F)F)NC1=NC2=CC(=C(C=C2C=N1)C)[C@@H]1[C@H](CN(CC1)[C@]1([C@H](COC1)O)C)F (S)-(3R,4R)-(3R,4R)-4-[4-(2-{[5-chloro-1-(2,2-difluorocyclopropyl)-1H-pyrazol-4-yl]amino}-6-methylquinazolin-7-yl)-3-fluoropiperidin-1-yl]-4-methyloxolan-3-ol